5-chloro-2-methoxy-6'-methyl-[3,4'-bipyridine]-3'-carboxylic acid methyl ester COC(=O)C=1C=NC(=CC1C=1C(=NC=C(C1)Cl)OC)C